ClC=1C=C(C=CC1Cl)C=1N(C(=C(C(C1C(=O)O)=O)C1=CSC=C1)C)CC 2-(3,4-dichlorophenyl)-1-ethyl-6-methyl-4-oxo-5-(3-thienyl)pyridine-3-carboxylic acid